CS(=O)(=O)[C@@H]1CN(CC1)C1=CC=C(C=C1)B1OC(C(O1)(C)C)(C)C (S)-3-(methylsulfonyl)-1-(4-(4,4,5,5-tetramethyl-1,3,2-dioxaborolan-2-yl)phenyl)pyrrolidine